O=C1N(C=NC2=CC(=CC=C12)C=1C=NNC1C(F)(F)F)CC=1C=C(C(=O)NCC2CCOCC2)C=CC1 3-((4-oxo-7-(5-(trifluoromethyl)-1H-pyrazol-4-yl)quinazolin-3(4H)-yl)methyl)-N-((tetrahydro-2H-pyran-4-yl)methyl)benzamide